tetra-carboxyl-porphin C(=O)(O)C1=C2C=CC(C(=C3C=CC(=C(C=4C=CC(=C(C5=CC=C1N5)C(=O)O)N4)C(=O)O)N3)C(=O)O)=N2